CN(C)CC1=NN=C(S1)C=1N(C=2C=CC=C(C2C1)N[C@H]1[C@H](CN(CC1)C)F)CC(F)(F)F 2-(5-((dimethylamino)methyl)-1,3,4-thiadiazol-2-yl)-N-((3S,4R)-3-fluoro-1-methylpiperidin-4-yl)-1-(2,2,2-trifluoroethyl)-1H-indol-4-amine